ClC=1C=NC(=NC1)CN1C(=NC(=C1)C(F)(F)F)CCC=NOC 3-[1-[(5-chloropyrimidin-2-yl)methyl]-4-(trifluoromethyl)-imidazol-2-yl]-N-methoxy-propan-1-imine